2-(azepan-1-yl)-4-cyclopropanecarboxamido-N-[(pyridin-2-yl)methyl]benzamide N1(CCCCCC1)C1=C(C(=O)NCC2=NC=CC=C2)C=CC(=C1)NC(=O)C1CC1